3-(5-((4-(6,7-dihydro-5H-cyclopenta[4,5]thieno[2,3-d]pyrimidin-4-yl)piperazin-1-yl)methyl)-1-oxoisoindolin-2-yl)piperidine-2,6-dione N1=CN=C(C2=C1SC1=C2CCC1)N1CCN(CC1)CC=1C=C2CN(C(C2=CC1)=O)C1C(NC(CC1)=O)=O